C(C=C)OC1=CC=C(C=C1)C1=CC=C(C=C1)OCC=C 4,4'-diallyloxybiphenyl